1-(6-(2-oxa-8-azaspiro[4.5]decan-8-yl)pyrimidin-4-yl)-4-(1H-1,2,3-triazole-1-yl)-1H-pyrazol C1OCCC12CCN(CC2)C2=CC(=NC=N2)N2N=CC(=C2)N2N=NC=C2